1-(4-(4-bromo-5-methyl-1H-pyrazol-3-yl)-3,3-dimethylpiperazin-1-yl)ethan-1-one BrC=1C(=NNC1C)N1C(CN(CC1)C(C)=O)(C)C